methyl-n-propyl chloroformate ClC(=O)OC(CC)C